CC(CC(C)(C)C)(C)C1=C(O)C=C(C(=C1)O)C(CC(C)(C)C)(C)C 2,5-Bis(1,1,3,3-tetramethylbutyl)hydroquinone